NC1=NC=2C=CC=CC2C2=C1N=C(N2CC(C)(C)NS(=O)(=O)C)COCC N-(1-(4-Amino-2-(ethoxymethyl)-1H-imidazo[4,5-c]quinolin-1-yl)-2-methylpropan-2-yl)methanesulfonamide